CN1N=C(C(=C1)C=1C=C2C(=NC1)CN(C2=O)C2=CN=C(N=N2)N(C2CC(NC(C2)(C)C)(C)C)C)C 3-(1,3-dimethyl-1H-pyrazol-4-yl)-6-(3-(methyl-(2,2,6,6-tetramethylpiperidin-4-yl)amino)-1,2,4-triazin-6-yl)-6,7-dihydro-5H-pyrrolo[3,4-b]pyridin-5-one